bis(3-(2-(dimethylamino)ethyl-1,1,2,2-d4)-1H-indol-4-yl) 3,3'-oxydipropionate O(CCC(=O)OC1=C2C(=CNC2=CC=C1)C(C([2H])([2H])N(C)C)([2H])[2H])CCC(=O)OC1=C2C(=CNC2=CC=C1)C(C([2H])([2H])N(C)C)([2H])[2H]